N-cyclohexyl-2-ethyl-6-({[2-(trifluoromethyl)phenyl]carbonyl}amino)-1H-benzimidazole-4-carboxamide C1(CCCCC1)NC(=O)C1=CC(=CC=2NC(=NC21)CC)NC(=O)C2=C(C=CC=C2)C(F)(F)F